ClC(=C1CC=C(CC1)B1OC(C(O1)(C)C)(C)C)Cl 2-(4-(dichloromethylene)cyclohex-1-en-1-yl)-4,4,5,5-tetramethyl-1,3,2-dioxaborolane